1H-1,2,4-triazole-3-carboxamide trifluoroacetate FC(C(=O)O)(F)F.N1N=C(N=C1)C(=O)N